(R)-2-chloro-N-(2-fluoropyridin-4-yl)-3-(2-((1-(3-methyl-1,2,4-oxadiazol-5-yl)ethyl)amino)-2-oxoacetyl)-5,6,7,8-tetrahydroindolizine-1-carboxamide ClC=1C(=C2CCCCN2C1C(C(=O)N[C@H](C)C1=NC(=NO1)C)=O)C(=O)NC1=CC(=NC=C1)F